C1(CCCC1)C1=NC2=C(C=C(C=C2C(N1C)=O)C)\C(\C)=N\[S@](=O)C(C)(C)C (R,E)-N-(1-(2-cyclopentyl-3,6-dimethyl-4-oxo-3,4-dihydroquinazolin-8-yl)ethylidene)-2-methylpropane-2-sulfinamide